C1(CCC12OCCCC2)N2N=CC(=C2)C=2C(=C(C=CC2)NC2=C(N=NC(=C2)NC(=O)C2CC2)C(=O)N)OC 4-((3-(1-(5-oxaspiro[3.5]nonan-1-yl)-1H-pyrazol-4-yl)-2-methoxyphenyl)amino)-6-(cyclopropanecarboxamido)pyridazine-3-carboxamide